3-(2-quinolyl)-DL-alanine N1=C(C=CC2=CC=CC=C12)C[C@H](N)C(=O)O |r|